FN(C1CCCCC1)F Difluorocyclohexylamine